{4-[6-(2,3-Dihydro-benzo[1,4]dioxin-5-yl)-2-methoxy-pyridin-3-ylamino]-benzyl}-carbamic acid tert-butyl ester C(C)(C)(C)OC(NCC1=CC=C(C=C1)NC=1C(=NC(=CC1)C1=CC=CC=2OCCOC21)OC)=O